N-(N,N-dimethylsulfamoyl)-2-(2,2,7-trifluoro-3-oxo-6-(perfluorophenyl)-2,3-dihydro-4H-benzo[b][1,4]oxazin-4-yl)acetamide CN(S(=O)(=O)NC(CN1C2=C(OC(C1=O)(F)F)C=C(C(=C2)C2=C(C(=C(C(=C2F)F)F)F)F)F)=O)C